N1C=C(C2=CC=CC=C12)CCN(S(=O)(=O)C1=CC=C(C=C1)[N+](=O)[O-])CC1=CC=CC=C1 N-(2-(1H-indol-3-yl)ethyl)-N-benzyl-4-nitrobenzenesulfonamide